C1(CC1)S(=O)(=O)NC1=CC(=NC=C1)[C@@]1(COCC1)NC(=O)C=1SC(=CN1)C1=NC(=CN=C1)OCC (S)-N-(3-(4-(cyclopropanesulfonamido)pyridin-2-yl)tetrahydrofuran-3-yl)-5-(6-ethoxypyrazin-2-yl)thiazole-2-carboxamide